4,5-dichloro-1-(1H-pyrazol-4-yl)-2-(3-(trifluoromethyl)-1H-1,2,4-triazol-5-yl)-1H-indole ClC1=C2C=C(N(C2=CC=C1Cl)C=1C=NNC1)C1=NC(=NN1)C(F)(F)F